1-(5-chloro-2-ethoxy-3-iodo-4-methylphenyl)ethan-1-ol ClC=1C(=C(C(=C(C1)C(C)O)OCC)I)C